1-ethyl methyl ether COCC